BrC1=CC=C2[C@@](NC(NC2=C1)=O)(C(C)(F)F)C#CC1CC1 (R)-7-bromo-4-(cyclopropylethynyl)-4-(1,1-difluoroethyl)-3,4-dihydroquinazolin-2(1H)-one